O[C@@H]1[C@H](CCC1)OCC1=NC=C(C=N1)C1=CC2=C(N=C(S2)NC(=O)C2CC(C2)N2[C@H](CN(CC2)C(=O)OC(C)(C)C)C)C=C1 tert-butyl (S)-4-((1S,3R)-3-((6-(2-((((1S,2S)-2-hydroxycyclopentyl)oxy)methyl)pyrimidin-5-yl)benzo[d]thiazol-2-yl)carbamoyl)cyclobutyl)-3-methylpiperazine-1-carboxylate